FC1=CC=C(OC=2SC(=CN2)/C=C(/C(=O)C=2C(OC(=CC2O)C(CC/C=C/C(=O)OC)C)=O)\C)C=C1 methyl (E)-6-(3-((E)-3-(2-(4-fluorophenoxy)thiazol-5-yl)-2-methylacryloyl)-4-hydroxy-2-oxo-2H-pyran-6-yl)hept-2-enoate